BrC=1C=C(C2=C(OCO2)C1)C(=O)O 6-bromobenzo[d][1,3]dioxole-4-carboxylic acid